3-{[(5'S,7a'R)-5'-(3,5-difluorophenyl)-3'-oxotetrahydro-1H,3'H-spiro[piperidine-4,2'-pyrrolo[2,1-b][1,3]oxazol]-1-yl]sulfonyl}benzonitrile FC=1C=C(C=C(C1)F)[C@@H]1CC[C@H]2OC3(C(N21)=O)CCN(CC3)S(=O)(=O)C=3C=C(C#N)C=CC3